1,1-diphenyl-N-(6,7,8-trifluoro-5-(methoxy-d3)-4-(4,4,5,5-tetramethyl-1,3,2-dioxaborolan-2-yl)naphthalen-2-yl)methanimine C1(=CC=CC=C1)C(=NC1=CC2=C(C(=C(C(=C2C(=C1)B1OC(C(O1)(C)C)(C)C)OC([2H])([2H])[2H])F)F)F)C1=CC=CC=C1